(3R,5R)-3-(((S)-2,3-Dihydro-1H-Inden-1-Yl)Amino)-5-(3-Iodophenyl)-1-(4-(Trifluoromethyl)Phenyl)Pyrrolidin-2-One [C@@H]1(CCC2=CC=CC=C12)N[C@H]1C(N([C@H](C1)C1=CC(=CC=C1)I)C1=CC=C(C=C1)C(F)(F)F)=O